COC=1C=C(\C=N\NC(=O)C2=NC=CN=C2OC)C=C(C1)OC (E)-N'-(3,5-dimethoxybenzylidene)-3-methoxypyrazine-2-carbohydrazide